[Si](C1=CC=CC=C1)(C1=CC=CC=C1)(C(C)(C)C)OCC1CC(CCC1)/C=C/C(=O)OCC1=CC=CC=C1 (phenylmethyl) (E)-3-[3-[[tert-butyl(diphenyl)silyl]oxymethyl]cyclohexyl]-2-propenoate